CC(CCCC)CCCC(CCCCCC)C 5,9-dimethylpentadecane